3,3',5,5'-biphenyltetracarboxylate C1(=CC(=CC(=C1)C(=O)[O-])C(=O)[O-])C1=CC(=CC(=C1)C(=O)[O-])C(=O)[O-]